C(C)OC(\C(=C\N(C)C)\C(C1=C(C=C(C=C1)Br)F)=O)=O (E)-2-(4-bromo-2-fluorobenzoyl)-3-(dimethylamino)prop-2-enoic acid ethyl ester